dicyclopentadiene (methyl)acrylate COC(C=C)=O.C1=CC=CC1.C1=CC=CC1